C(C)OC(=O)C1CC2=CC(=C(C=C2C1)N)C#CC1CC1 5-amino-6-(2-cyclopropylethynyl)indan-2-carboxylic acid ethyl ester